(S)-6-chloro-N-(1-cyclopropylethyl)-2-(2,6-difluoro-3,5-dimethoxyphenyl)pyrido[3,4-d]pyrimidine-4-amine ClC1=CC2=C(N=C(N=C2N[C@@H](C)C2CC2)C2=C(C(=CC(=C2F)OC)OC)F)C=N1